NC=1C(=NC(=CN1)C1=CC=C(C=C1)CF)C(=O)NC1=CC=C(C=C1)S(=O)(=O)CP(OC)(OC)=O dimethyl (4-(3-amino-6-(4-(fluoromethyl)phenyl)pyrazine-2-carboxamido)phenylsulfonyl)methylphosphonate